(5-amino-7-methoxyimidazo[1,2-c]quinazolin-2-yl)(8-azaspiro[4.5]decan-8-yl)methanone NC1=NC=2C(=CC=CC2C=2N1C=C(N2)C(=O)N2CCC1(CCCC1)CC2)OC